Methyl 8-bromo-9-(4-((1-(3-fluoropropyl)azetidin-3-yl)methyl)phenyl)-7-isopropyl-6,7-dihydro-5H-benzo[7]annulene-3-carboxylate BrC=1C(CCC2=C(C1C1=CC=C(C=C1)CC1CN(C1)CCCF)C=CC(=C2)C(=O)OC)C(C)C